[N+](=O)([O-])C1=C(C(=CC(=C1)[N+](=O)[O-])[N+](=O)[O-])NN 2,4,6-Trinitrophenylhydrazine